pentyl 3-pyrroline-1-carboxylate N1(CC=CC1)C(=O)OCCCCC